The molecule is a pentacyclic triterpenoid that is 9beta,19-cyclolanostane substituted by an oxo group at position 3 and hydroxy groups at positions 7, 23R*, 24R* and 25. It has been isolated from the leaves of Combretum quadrangulare. It has a role as a plant metabolite. It is a cyclic terpene ketone, a tetrol, a pentacyclic triterpenoid and a 3-oxo-5alpha-steroid. It derives from a hydride of a cycloartane. C[C@H](C[C@H]([C@H](C(C)(C)O)O)O)[C@H]1CC[C@@]2([C@@]1(CC[C@]34[C@H]2[C@H](C[C@@H]5[C@]3(C4)CCC(=O)C5(C)C)O)C)C